7-fluoro-1-isopropyl-3-methyl-8-(6-(3-(4-methylpiperazin-1-yl)propoxy)pyridin-3-yl)-1,3-dihydro-2H-imidazo[4,5-c]cinnolin-2-one FC=1C(=CC=2C3=C(N=NC2C1)N(C(N3C(C)C)=O)C)C=3C=NC(=CC3)OCCCN3CCN(CC3)C